2-(3,5-dimethylphenoxy)propionic acid CC=1C=C(OC(C(=O)O)C)C=C(C1)C